FC1(CCN(CC1)C1=NC=2C(=CC(=CC2C=2N1C=C(N2)C(F)(F)F)C)C(C)NC=2C(=NC(=CC2)C)C(=O)O)F 3-((1-(5-(4,4-difluoropiperidin-1-yl)-9-methyl-2-(trifluoromethyl)imidazo[1,2-c]quinazolin-7-yl)ethyl)amino)-6-methylpicolinic acid